tert-butyl (7R,9R)-6-bromo-2-(3,6-dihydro-2H-pyran-4-yl)-7-methyl-5-oxo-5,7,8,9-tetrahydropyrrolo[1,2-c][1,2,4]triazolo[1,5-a]pyrimidine-9-carboxylate BrC1=C2N(C=3N(C1=O)N=C(N3)C=3CCOCC3)[C@H](C[C@H]2C)C(=O)OC(C)(C)C